ClC1=C(C=C(C(=C1)F)OC)C1=CC=2N(C(N(C(C2S1)=O)C=1C=2C(C=NC1)=NN(C2C)C)=O)CCC#N 3-(6-(2-chloro-4-fluoro-5-methoxyphenyl)-3-(2,3-dimethyl-2H-pyrazolo[3,4-c]pyridin-4-yl)-2,4-dioxo-3,4-dihydrothieno[3,2-d]pyrimidin-1(2H)-yl)propanenitrile